CCC(CCC(C)=O)=O Heptan-3,6-dione